hexakis(ethynyl)benzene C(#C)C1=C(C(=C(C(=C1C#C)C#C)C#C)C#C)C#C